5-(3,4-dihydroquinolin-1(2H)-yl)-8-vinyl-[1,2,4]triazolo[4,3-a]quinazoline N1(CCCC2=CC=CC=C12)C1=NC=2N(C3=CC(=CC=C13)C=C)C=NN2